C(C)(C)(C)OC(NC12[C@H](CC(CC1)(CC2)NC(=O)[C@@H]2CNC1=C(O2)C=CC(=C1)Cl)O)=O ((S)-4-((S)-6-chloro-3,4-dihydro-2H-benzo[b][1,4]oxazine-2-carboxamido)-2-hydroxybicyclo[2.2.2]oct-1-yl)carbamic acid tert-butyl ester